C(C1=CC=CC=C1)C=1NC(=NN1)C(=O)NC1=NC=CC(=C1)C=1C(=NC=C(C1)C)OC 5-benzyl-N-(2-methoxy-5-methyl-[3,4'-bipyridine]-2'-yl)-4H-1,2,4-triazole-3-carboxamide